(4-bromo-2-fluorophenyl)(cyclopropyl)sulfane BrC1=CC(=C(C=C1)SC1CC1)F